N-(4'-ethyl-7-(trifluoromethyl)spiro[chromeno[4,3-d]thiazole-4,1'-cyclohexan]-2-yl)-4,6-dimethoxypyrimidine-5-carboxamide C(C)C1CCC2(CC1)OC=1C=C(C=CC1C=1N=C(SC12)NC(=O)C=1C(=NC=NC1OC)OC)C(F)(F)F